4-benzyl 1-methyl D-aspartate HCl Cl.N[C@H](CC(=O)OCC1=CC=CC=C1)C(=O)OC